FC(CSC=1C=C(N)C(=CC1C)F)(F)F 3-(2,2,2-trifluoroethylthio)-4-methyl-6-fluoroaniline